O1CCC(C2=CC=CC=C12)=NO Chroman-4-one oxime